5-fluoro-2,3-dihydro-1,4-benzodioxin-6-ol FC1=C(C=CC=2OCCOC21)O